BrC=1C=C(C=CC1)[C@@H](C(=O)NC1=NNC(=C1)C1CC1)C(C)C (S)-2-(3-bromophenyl)-N-(5-cyclopropyl-1H-pyrazol-3-yl)-3-methylbutanamide